2,2-difluoro-2'-(4-fluorophenyl)-3'-(1H-pyrazolo[3,4-b]pyridin-4-yl)-5'H,7'H-spiro[cyclopropane-1,6'-pyrazolo[5,1-b][1,3]oxazine] FC1(CC12CN1C(OC2)=C(C(=N1)C1=CC=C(C=C1)F)C1=C2C(=NC=C1)NN=C2)F